(7R,8S)-8-hydroxy-7-((S)-5H-imidazo[5,1-a]isoindol-5-yl)-5,6,7,8-tetrahydronaphthalene-2-sulfonamide O[C@H]1[C@H](CCC=2C=CC(=CC12)S(=O)(=O)N)[C@@H]1N2C(C3=CC=CC=C13)=CN=C2